2-chloro-N-methyl-4-((2-(methylthio)phenyl)amino)pyrimidine-5-carboxamide ClC1=NC=C(C(=N1)NC1=C(C=CC=C1)SC)C(=O)NC